{1-[(2S)-(5-{1-[(6,7-dimethoxy-2-methylquinazolin-4-yl)amino]ethyl}thiophen-2-yl)benzyl]azetidin-2-yl}methanol COC=1C=C2C(=NC(=NC2=CC1OC)C)NC(C)C1=CC=C(S1)C(C1=CC=CC=C1)N1C(CC1)CO